C(C)(C)(C)OC(=O)N1CC(C1)N1CC(N(CC1)C)=O 3-(4-methyl-3-oxo-piperazine-1-yl)azetidine-1-carboxylic acid tert-butyl ester